6,7-Dihydro-5H-pyrrolo[1,2-a]imidazol-6-yl (8-amino-7-fluoro-6-(4-methyl-5,6,7,8-tetrahydro-1,5-naphthyridin-3-yl)isoquinolin-3-yl)carbamate NC=1C(=C(C=C2C=C(N=CC12)NC(OC1CC=2N(C=CN2)C1)=O)C=1C=NC=2CCCNC2C1C)F